ClC=1C(=NC(=NC1)N1CC2CCC(C1)C2(F)F)NC2=CC1=C(N(C(N1CCC(C)(C)O)=O)C)C=C2 5-((5-chloro-2-(8,8-difluoro-3-azabicyclo[3.2.1]oct-3-yl)pyrimidin-4-yl)amino)-3-(3-hydroxy-3-methylbutyl)-1-methyl-1,3-dihydro-2H-benzo[d]imidazol-2-one